(S)-ethyl 2-(2-((5-bromo-1-(sec-butyl)-1H-indazol-3-yl)methoxy)phenyl)acetate BrC=1C=C2C(=NN(C2=CC1)[C@@H](C)CC)COC1=C(C=CC=C1)CC(=O)OCC